(1R,2R)-2-((4-(1-(4-((1R,2S)-6-hydroxy-2-phenyl-1,2,3,4-tetrahydronaphthalen-1-yl)phenyl)azetidin-3-yl)piperazin-1-yl)methyl)cyclohexane OC=1C=C2CC[C@@H]([C@@H](C2=CC1)C1=CC=C(C=C1)N1CC(C1)N1CCN(CC1)CC1CCCCC1)C1=CC=CC=C1